1-methyl-N-((1-(2-methylbenzyl)cyclobutyl)methyl)-5-oxo-4,5-dihydro-1H-1,2,4-triazole-3-carboxamide CN1N=C(NC1=O)C(=O)NCC1(CCC1)CC1=C(C=CC=C1)C